C[C@@H]1CN=C2N1C1=C(C=C(C=C1C(N2C)=O)S(NC2(CC2)C)(=O)=O)N2CCN(CC2)C(=O)OC(C)(C)C tert-butyl 4-[(1R)-1,4-dimethyl-7-[(1-methylcyclopropyl)sulfamoyl]-5-oxo-1H,2H-imidazo[1,2-a]quinazolin-9-yl]piperazine-1-carboxylate